(2,4-dimethoxybenzyl)-3-fluoro-4-iodopyridine-2-amine COC1=C(CC=2C(=C(C(=NC2)N)F)I)C=CC(=C1)OC